C(=O)C1=CC=C(C=C1)C#CC=1C=C2CN(C(C2=CC1)=O)C(C(=O)OC)C1=CC=CC=C1 Methyl 2-(5-((4-formylphenyl) ethynyl)-1-oxoisoindolin-2-yl)-2-phenylacetate